C1(CCCC1)NC(=O)N1CC2(CCN3N=C(C=C32)C=3C=NC2=CC=CC=C2C3)C1 N-cyclopentyl-2'-(quinolin-3-yl)-5',6'-dihydrospiro[azetidine-3,4'-pyrrolo[1,2-b]pyrazole]-1-carboxamide